BrC=1C=C2C(=CC=NC2=CC1OC)OC1=CC=C(C=N1)N 6-((6-Bromo-7-methoxyquinolin-4-yl)oxy)pyridin-3-amine